FC1=C(OC2(CC2)C#N)C=CC(=C1F)B1OC(C(O1)(C)C)(C)C 1-[2,3-difluoro-4-(4,4,5,5-tetramethyl-1,3,2-dioxaborolan-2-yl)phenoxy]cyclopropanecarbonitrile